4-((2S,5R)-4-acryloyl-2,5-dimethylpiperazin-1-yl)-1-(6-(azetidin-1-yl)-2,4-diisopropylpyridin-3-yl)-6-chloro-7-(2-fluorophenyl)pyrido[2,3-d]pyrimidin-2(1H)-one C(C=C)(=O)N1C[C@@H](N(C[C@H]1C)C=1C2=C(N(C(N1)=O)C=1C(=NC(=CC1C(C)C)N1CCC1)C(C)C)N=C(C(=C2)Cl)C2=C(C=CC=C2)F)C